C1(CCC1)C[C@H](N)C(=O)O β-Cyclobutylalanin